NC1=C(C(=O)NC(C)C)C=C(C=N1)C1=C(C=C(C=C1)N(C(C(O)C1=CC(=CC(=C1)F)F)=O)O)C 2-amino-5-(4-(2-(3,5-difluorophenyl)-N,2-dihydroxyacetamido)-2-methyl-phenyl)-N-isopropyl-nicotinamide